tert-butyl (4-(5,5-dimethyl-1,3,2-dioxaborolan-2-yl)benzo[b]thiophen-2-yl)carbamate CC1(COB(O1)C1=CC=CC=2SC(=CC21)NC(OC(C)(C)C)=O)C